7-[7-(2,4-difluoro-6-isopropoxy-phenyl)-4-(1-oxoisoindolin-5-yl)thieno[3,2-c]pyridin-6-yl]-3,4-dihydro-1H-2,6-naphthyridine-2-carboxylic acid tert-butyl ester C(C)(C)(C)OC(=O)N1CC2=CC(=NC=C2CC1)C1=C(C2=C(C(=N1)C=1C=C3CNC(C3=CC1)=O)C=CS2)C2=C(C=C(C=C2OC(C)C)F)F